(4aR,8aS)-6-(6-(4-(Trifluoromethyl)phenoxy)-2-azaspiro[3.3]heptane-2-carbonyl)hexahydro-2H-pyrido[4,3-b][1,4]oxazin-3(4H)-one FC(C1=CC=C(OC2CC3(CN(C3)C(=O)N3C[C@@H]4[C@@H](OCC(N4)=O)CC3)C2)C=C1)(F)F